6-(6-(1-(4-chlorophenyl)-2-hydroxyethyl)-9-isopropyl-7,10-dioxo-2,6,9-triazaspiro[4.5]decan-2-yl)nicotinonitrile ClC1=CC=C(C=C1)C(CO)N1C2(CCN(C2)C2=NC=C(C#N)C=C2)C(N(CC1=O)C(C)C)=O